ClC=1C(=NC2=CC(=C(N=C2C1N[C@H](C)C1=CC(=CC(=C1)F)F)C=1C=NC(=C(C1)F)P(=O)(C)C)F)C 3-chloro-N-[(1R)-1-(3,5-difluorophenyl)ethyl]-6-[6-(dimethylphosphoryl)-5-fluoropyridin-3-yl]-7-fluoro-2-methyl-1,5-naphthyridin-4-amine